1-(8-bromo-[1,2,4]triazolo[1,5-a]pyridin-5-yl)-N,N-dimethylmethylamine BrC=1C=2N(C(=CC1)CN(C)C)N=CN2